1-(3-((4-((2,3-dihydro-1H-inden-4-yl)amino)-7-methoxyquinazolin-6-yl)oxy)-8-azabicyclo[3.2.1]octan-8-yl)prop-2-en-1-one C1CCC2=C(C=CC=C12)NC1=NC=NC2=CC(=C(C=C12)OC1CC2CCC(C1)N2C(C=C)=O)OC